7-(((((S)-1-butoxy-1-oxopropan-2-yl)amino)(naphthalen-1-yloxy)phosphoryl)methyl)-2-naphthoic acid C(CCC)OC([C@H](C)NP(=O)(OC1=CC=CC2=CC=CC=C12)CC1=CC=C2C=CC(=CC2=C1)C(=O)O)=O